O1C(=CC2=C1C=CC=C2)C(=O)OCC2=C[C@H]1[C@H]3[C@@H](O2)OC([C@@H]1C=C3)=O ((1S,4aS,5R,7aS)-8-oxo-1,4a,5,7a-tetrahydro-1,5-(epoxymethano)cyclopenta[c]pyran-3-yl)methyl benzofuran-2-carboxylate